ClC1=C(C=CC=C1)C(C#CC1=CC(=CC=C1)Cl)=O 1-(2-chlorophenyl)-3-(3-chlorophenyl)prop-2-yn-1-one